Meta-ethylstyrene C(C)C=1C=C(C=C)C=CC1